Lithium 2-[(2R,5S)-2-(1,3-benzothiazol-5-yl)-5-methyl-1-piperidyl]-2-oxo-acetate S1C=NC2=C1C=CC(=C2)[C@@H]2N(C[C@H](CC2)C)C(C(=O)[O-])=O.[Li+]